C(#N)C=1C=NN2C1C(=CC(=C2)OCC(C)(C)O)C=2C=CC(=NC2)N2[C@@H]1CC3CC(C[C@@H]2C3)(C1)NC(C)=O N-((1R,3S,5s,7s)-2-(5-(3-cyano-6-(2-hydroxy-2-methylpropoxy)pyrazolo[1,5-a]pyridin-4-yl)pyridin-2-yl)-2-azaadamantan-5-yl)acetamide